FC(OC1=C(C=CC(=C1)F)[C@@H]1[C@@H](O[C@]([C@@H]1C)(C(F)(F)F)C)C(=O)NC1=CC(=NC=C1)C(=O)NC)F (2R,3R,4R,5R)-4-[[3-[2-(difluoromethoxy)-4-fluoro-phenyl]-4,5-dimethyl-5-(trifluoromethyl)tetrahydrofuran-2-carbonyl]amino]-N-methyl-pyridine-2-carboxamide